C(=O)(O)COC1=CC=C(OCC(=O)OC2C[C@@H]3[C@H]([C@H]([C@H](C2)[N+]3(C)C)OC(C)=O)OC(C3=CC=C(C=C3)OC)(C3=CC=C(C=C3)OC)C3=CC=C(C=C3)OC)C=C1 |o1:16,17,18,19| (rel-(1R,3-endo,5S,6S,7R)-7-(tris(4-methoxyphenyl)methoxy)-6-acetoxy-8,8-dimethyl-8-azoniabicyclo[3.2.1]octane-3-yl) [2-[4-(carboxymethoxy)phenoxy]acetate]